ClC=1C=NN(C1C1=C(OC2=NC=CC=N2)C=CC(=C1)F)C(C)C {2-[4-chloro-1-(propan-2-yl)-1H-pyrazol-5-yl]-4-fluorophenoxy}pyrimidine